C(C)C=1NC(=C(N1)C1=CC(=CC(=C1)C)F)C1=CC2=C(N=CS2)C=C1 6-(2-Ethyl-4-(3-fluoro-5-methylphenyl)-1H-imidazol-5-yl)benzo[d]thiazole